tert-Butyl 4-(2-(2-bromo-4-nitrophenoxy)ethyl)piperazine-1-carboxylate BrC1=C(OCCN2CCN(CC2)C(=O)OC(C)(C)C)C=CC(=C1)[N+](=O)[O-]